ClC=1C=C(C=CC1F)NC(=O)C=1N(C2=CC=C(C=C2C1)NC(C1=C(C=CC(=C1)CNC(C(C)C)=O)Cl)=O)CCOC N-(3-chloro-4-fluorophenyl)-5-(2-chloro-5-(isobutyramidomethyl)benzamido)-1-(2-methoxyethyl)-1H-indole-2-carboxamide